tert-butyl 4-(2,6-dichloro-4-nitrophenyl)piperazine-1-carboxylate ClC1=C(C(=CC(=C1)[N+](=O)[O-])Cl)N1CCN(CC1)C(=O)OC(C)(C)C